(5R)-3-[6-[(3,3-dimethyl-2H-benzofuran-5-yl)oxy]-3-pyridinyl]-5-ethyl-5-methyl-imidazolidine-2,4-dione CC1(COC2=C1C=C(C=C2)OC2=CC=C(C=N2)N2C(N[C@](C2=O)(C)CC)=O)C